C(CC\C=C\C)O (E)-4-hexen-1-ol